(tert-Butoxycarbonyl)-4-azaspiro[2.5]octane-7-carboxylic acid C(C)(C)(C)OC(=O)C1CC12NCCC(C2)C(=O)O